6-(4-chloro-3-fluorophenyl)-3-(4-(pyridin-4-yl)-1H-imidazol-2-yl)-1,3-oxazinan-2-one ClC1=C(C=C(C=C1)C1CCN(C(O1)=O)C=1NC=C(N1)C1=CC=NC=C1)F